C(=O)C1=C(OCC2=CC=C(C(=O)OC)C=C2)C=CC=C1 methyl 4-((2-formylphenoxy)methyl)benzoate